tert-butyl 4-((S)-4-(benzyloxycarbonyl)-3-(cyanomethyl) piperazin-1-yl)-2-(((S)-1-methylpyrrolidin-2-yl) methoxy)-5,6-dihydropyrido[3,4-d]pyrimidine-7(8H)-carboxylate C(C1=CC=CC=C1)OC(=O)N1[C@H](CN(CC1)C=1C2=C(N=C(N1)OC[C@H]1N(CCC1)C)CN(CC2)C(=O)OC(C)(C)C)CC#N